O1CCN(CC1)CC1=CC(=NC(=C1)NC=1SC(=CN1)C(F)(F)F)NC1CN(CCC1)C(C=C)=O 1-(3-(4-(morpholinomethyl)-6-(5-(trifluoromethyl)thiazol-2-ylamino)pyridin-2-ylamino)piperidin-1-yl)prop-2-en-1-one